7-(1-acryloylpiperidin-4-yl)-2-(4-phenoxyphenyl)-4,5,6,7-tetrahydropyrazolo[1,5-a]pyrimidine-3-carboxamide C(C=C)(=O)N1CCC(CC1)C1CCNC=2N1N=C(C2C(=O)N)C2=CC=C(C=C2)OC2=CC=CC=C2